N-(6-carbamoyl-2,2-dimethyl-2,3-dihydrobenzofuran-5-yl)pyrazolo[1,5-a]pyrimidine-3-carboxamide C(N)(=O)C1=CC2=C(CC(O2)(C)C)C=C1NC(=O)C=1C=NN2C1N=CC=C2